OC1=C(C=C(C=C1)N(C(C(CC=C)CO)=O)C1=CC=CC=C1)C N-(4-hydroxy-3-methylphenyl)-2-(hydroxymethyl)-N-phenylpent-4-enamide